C(#N)C1=CC=C(C=N1)N(S(=O)(=O)CC)CC=1SC(=CN1)C=1OC(=NN1)C(F)F N-(6-cyanopyridin-3-yl)-N-((5-(5-(difluoromethyl)-1,3,4-oxadiazol-2-yl)thiazol-2-yl)methyl)ethanesulfonamide